N-(hexane-3-yl)nonane-1,4-diamine CCC(CCC)NCCCC(CCCCC)N